C(C)OC(=O)C=1C(=NNC1)OCCOCCOC 3-[2-(2-methoxyethoxy)ethoxy]-1H-pyrazole-4-carboxylic acid ethyl ester